NC1=NC(=NN1)CCC1=NNC=N1 5-Amino-3,3'-ethylenebis(1,2,4-triazole)